C(C)(=O)[O-].[Zn+2].C(C)(=O)[O-] zinc acetate salt